SC(C(=O)OCC)CCCCCC\C=C/CCCCCCCC ethyl mercaptooleate